ClC1=C(C(=O)N2COC3=C(C2)C=CC=C3C3=CC(=C(C(=O)O)C=C3F)N3CCOCC3)C(=CC(=C1)N1CCC(CC1)CO)Cl 4-[3-[2,6-Dichloro-4-[4-(hydroxymethyl)piperidin-1-yl]benzoyl]-2,4-dihydro-1,3-benzoxazin-8-yl]-5-fluoro-2-morpholin-4-ylbenzoic acid